4-[3-[2,6-dichloro-4-(1H-pyrazol-4-yl)benzoyl]-2,4-dihydro-1,3-benzoxazin-8-yl]-5-fluoro-2-morpholin-4-ylbenzoic acid methyl ester COC(C1=C(C=C(C(=C1)F)C1=CC=CC=2CN(COC21)C(C2=C(C=C(C=C2Cl)C=2C=NNC2)Cl)=O)N2CCOCC2)=O